COC=1C=C2C=C(C=NC2=C(C1)C1=CC=C(C=C1)OC(F)(F)F)C(=O)O 6-methoxy-8-(4-(trifluoromethoxy)phenyl)quinoline-3-carboxylic acid